FC1=CC(=C(C=C1)\C=N\OCC1=C(C=CC=C1C)\C(\C(=O)OC)=N/OC)C(F)(F)F Methyl (2e)-2-[2-[[(e)-[4-fluoro-2-(trifluoromethyl)phenyl]methyleneamino]oxy-methyl]-3-methyl-phenyl]-2-methoxyimino-acetate